CC1=NC=C(C(=N1)OC=1C=NC(=CC1)C(F)(F)F)C1CCNCC1 2-methyl-5-(piperidin-4-yl)-4-((6-(trifluoromethyl)pyridin-3-yl)oxy)pyrimidine